ClC1=C(C(=O)N2CCN(CC2)C(=O)C2CCN(CC2)CC(=O)O)C=CC(=C1)NC(=O)C=1N(C(=CN1)C1=C(C(=C(C=C1)OC)F)F)C 2-[4-[4-[2-chloro-4-[[5-(2,3-difluoro-4-methoxy-phenyl)-1-methyl-imidazole-2-carbonyl]amino]benzoyl]piperazine-1-carbonyl]-1-piperidinyl]acetic acid